C(C#C)OC=1C=CC(=NC1)C=O 5-(prop-2-yn-1-yloxy)pyridineformaldehyde